fluoro-2-(1-hydroxycyclobutyl)-4-methyl-palmitic anhydride FC(C(=O)OC(C(CC(CCCCCCCCCCCC)C)(F)C1(CCC1)O)=O)(CC(CCCCCCCCCCCC)C)C1(CCC1)O